4,5-diphenyl-4,5-dihydro-1H-imidazole C1(=CC=CC=C1)C1N=CNC1C1=CC=CC=C1